methyl (E)-3-(4-((2-ethyl-5,7-dimethylpyrazolo[1,5-a]pyrimidin-3-yl)methyl)phenyl)acrylate C(C)C1=NN2C(N=C(C=C2C)C)=C1CC1=CC=C(C=C1)/C=C/C(=O)OC